FC1=C(CN2CCOC=3C=NC=4N=C(C=CC4C32)OC)C(=CC(=C1)SCC1=CC=C(C=C1)OC)F 1-(2,6-Difluoro-4-((4-methoxybenzyl)thio)benzyl)-8-methoxy-2,3-dihydro-1H-[1,4]oxazino[2,3-c][1,8]naphthyridine